8-chloro-3-methyl-3-(6-methyl-2-pyridyl)-6-(pyrimidin-4-ylamino)-2H-imidazo[1,5-a]pyridine-1,5-dione ClC1=C2N(C(C(=C1)NC1=NC=NC=C1)=O)C(NC2=O)(C2=NC(=CC=C2)C)C